S(=O)(=O)(O)O[C@H]1[C@H](O)O[C@@H]([C@H]([C@@H]1O)O)C(=O)O 2-O-sulfo-β-D-glucuronic acid